tert-butyl 4-[4-(2,6-dioxo-3-piperidyl)-2-hydroxy-phenyl]piperazine-1-carboxylate O=C1NC(CCC1C1=CC(=C(C=C1)N1CCN(CC1)C(=O)OC(C)(C)C)O)=O